COC(C(C)(C)C1=CC=C(C=C1)CCC(=O)OC(C)(C)C)=O 2-(4-(3-(t-butoxy)-3-oxopropyl)phenyl)-2-methylpropanoic acid methyl ester